C12(CCC(CC1)C2)C2=CC(=NN2C(C)(C)C)N 5-(bicyclo[2.2.1]heptan-1-yl)-1-(tert-butyl)-1H-pyrazol-3-amine